2'-(benzyloxy)-N-((2,4-dioxo-1,3-diazaspiro[4.4]nonan-6-yl)methyl)-4'-fluoro-[1,1'-biphenyl]-4-sulfonamide C(C1=CC=CC=C1)OC1=C(C=CC(=C1)F)C1=CC=C(C=C1)S(=O)(=O)NCC1C2(C(NC(N2)=O)=O)CCC1